methyl (S)-4-(2-(4,7-difluoro-3,3-dimethyl-2-oxo-5-(trifluoromethyl) indol-1-yl) acetamido)-3-fluorobutyrate FC1=C2C(C(N(C2=C(C=C1C(F)(F)F)F)CC(=O)NC[C@H](CC(=O)OC)F)=O)(C)C